Cl.C1(CCCC1)OC=1C(=NC=CC1)CN (3-(cyclopentyloxy)pyridin-2-yl)methylamine HCl